ClC=1C(=NC(=NC1)NC1CCOCC1)C1=CC=C2CN(C(C2=C1)=O)[C@@H](C(=O)N[C@H](CO)C1=CC(=CC(=C1)F)Cl)C (2R)-2-(6-{5-chloro-2-[(oxacyclohex-4-yl)amino]pyrimidin-4-yl}-1-oxo-2,3-dihydro-1H-isoindol-2-yl)-N-[(1S)-1-(3-chloro-5-fluorophenyl)-2-hydroxyethyl]propionamide